1-(2,4-bis(trifluoromethyl)phenyl)-3-methyl-1H-pyrazol-4-ylamine hydrochloride Cl.FC(C1=C(C=CC(=C1)C(F)(F)F)N1N=C(C(=C1)N)C)(F)F